12-amino-dodecyl-phosphonic acid NCCCCCCCCCCCCP(O)(O)=O